CC1(OCC(O1)C=1C=C(C=CC1)C(C(=O)OCC1=CC=CC=C1)(CCCC(CS(=O)(=O)CC(=O)OCC)(C)C)C)C Benzyl 2-(3-(2,2-dimethyl-1,3-dioxolan-4-yl)phenyl)-7-((2-ethoxy-2-oxoethyl)sulfonyl)-2,6,6-trimethylheptanoate